ClC1=NC(=CC2=C1N=C1N(C2=O)CCC1)Cl 1,3-dichloro-8,9-dihydropyrido[3,4-d]pyrrolo[1,2-a]pyrimidin-5-one